ClC1=C(C=CC(=N1)NN1C(C(=C(C1=O)C)CCC(=O)N(C1=CC=CC=C1)C)=O)C(F)(F)F 3-(1-{[6-chloro-5-(trifluoromethyl)(2-pyridyl)]amino}-4-methyl-2,5-dioxoazolin-3-yl)-N-methyl-N-phenylpropanamide